ClC1=C(C=CC=C1C1=C(C(=NC=C1)C=1C=NC(=C(C1)OC)CNC1CCC(CC1)O)Cl)C1=CC=C(C(=N1)OC)CN1CC2(C1)CNC(C2)=O 2-((6-(2-Chloro-3-(3-chloro-6'-((((1r,4r)-4-hydroxycyclohexyl)amino)methyl)-5'-methoxy-[2,3'-bipyridin]-4-yl)phenyl)-2-methoxypyridin-3-yl)methyl)-2,6-diazaspiro[3.4]octan-7-one